2-((1s,4s)-1-hydroxy-4-(hydroxymethyl)cyclohexyl)ethyl pivalate C(C(C)(C)C)(=O)OCCC1(CCC(CC1)CO)O